(5-methyl-1-(benzenesulfonyl)-1H-pyrazol-3-yl)boronic acid CC1=CC(=NN1S(=O)(=O)C1=CC=CC=C1)B(O)O